N=S(=O)(CCCC1CCNCC1)C imino(methyl)(3-(piperidin-4-yl)propyl)-λ6-sulfanone